C(C)(C)C1=C(NC2=C1N=C(S2)C2CCC(CC2)N2CC(NCC2)=O)C2=CN(C(C(=C2C)C)=O)C 4-(4-(6-isopropyl-5-(1,4,5-trimethyl-6-oxo-1,6-dihydropyridin-3-yl)-4H-pyrrolo[3,2-d]thiazol-2-yl)cyclohexyl)piperazin-2-one